4-chloro-3-(1,1-difluoro-2-(4-hydroxypiperidin-1-yl)-2-oxoethyl)-N-(5-fluoropyridin-2-yl)benzamide ClC1=C(C=C(C(=O)NC2=NC=C(C=C2)F)C=C1)C(C(=O)N1CCC(CC1)O)(F)F